O[C@@H]1[C@H](C[C@@H](OC1)C)NC(OC(C)(C)C)=O tert-butyl (2S,4S,5R)-5-hydroxy-2-methyltetrahydro-2H-pyran-4-ylcarbamate